(S)-(5-(1,4-dimethyl-1H-pyrazol-5-yl)-1,3,4-oxadiazol-2-yl)(4-(5-fluorobenzo[d]oxazol-2-yl)-6,7-dihydro-1H-imidazo[4,5-c]pyridin-5(4H)-yl)methanone CN1N=CC(=C1C1=NN=C(O1)C(=O)N1[C@@H](C2=C(CC1)NC=N2)C=2OC1=C(N2)C=C(C=C1)F)C